N1=CC=C(C=C1)CN1C(=CC=C1)C(=O)NC=1SC=C(N1)/C=C/C(=O)OCC ethyl (2E)-3-{2-[1-(pyridin-4-ylmethyl)pyrrole-2-amido]-1,3-thiazol-4-yl}prop-2-enoate